4-(tert-butyl)-N-(4-(tert-butyl)phenyl)-2-(naphthalen-2-yl)aniline C(C)(C)(C)C1=CC(=C(NC2=CC=C(C=C2)C(C)(C)C)C=C1)C1=CC2=CC=CC=C2C=C1